COC(=O)C1=CN(C2=CC=C(C=C12)NC(C=C)=O)CC1=CC(=CC=C1)C(F)(F)F 5-acrylamido-1-(3-(trifluoromethyl)benzyl)-1H-indole-3-carboxylic acid methyl ester